ClC=1C=C2C(=NC(=NC2=C(C1C=1C(=CC=C2C=NN(C12)C1CC1)C)F)OCC(C)(C)N(C)C)N1C[C@H](N(C[C@@H]1C)C(C=C)=O)C 1-((2R,5S)-4-(6-chloro-7-(1-cyclopropyl-6-methyl-1H-indazol-7-yl)-2-(2-(dimethylamino)-2-methylpropoxy)-8-fluoroquinazolin-4-yl)-2,5-dimethylpiperazin-1-yl)prop-2-en-1-one